C12C3CC=CCC3C(CC1)C2 Tricyclo[6.2.1.02,7]Undec-4-ene